(4S)-1-((6-amino-2,3-dihydrobenzofuran-2-yl)methyl)-4-(trifluoromethyl)imidazolidin-2-one NC1=CC2=C(CC(O2)CN2C(N[C@@H](C2)C(F)(F)F)=O)C=C1